N1C(=NC=C1)C=1N=NC(=NN1)C=1NC=CN1 3,6-bis(imidazolyl)-1,2,4,5-tetrazine